FC(C(=CC1=NC=CC=C1)O)(F)F 3,3,3-trifluoro(pyridin-2-yl)propen-2-ol